(S)-3-(((5-((4-cyclopropylphenyl)(methyl)amino)isoindolin-1-yl)methyl)amino)isonicotinic acid C1(CC1)C1=CC=C(C=C1)N(C=1C=C2CN[C@@H](C2=CC1)CNC1=C(C(=O)O)C=CN=C1)C